5-ethynylnaphthalen-2-ol tert-butyl-(3-(3-benzyl-7-(methylthio)-2-oxo-3,4-dihydropyrimido[4,5-d]pyrimidin-1(2H)-yl)phenyl)carbamate C(C)(C)(C)N(C(=O)OC1=CC2=CC=CC(=C2C=C1)C#C)C1=CC(=CC=C1)N1C(N(CC=2C1=NC(=NC2)SC)CC2=CC=CC=C2)=O